The molecule is a L-serine derivative obtained by formal condensation between N-butyl-L-serinamide and (R)-2-hydroxy-2-phenylacetic acid. It is a secondary alcohol, a monocarboxylic acid amide and a L-serine derivative. CCCCNC(=O)[C@H](CO)NC(=O)[C@@H](C1=CC=CC=C1)O